BrC1=CC2=C(N=C(S2)[N+](=O)[O-])C(=C1Br)[N+](=O)[O-] dibromodinitrobenzothiazole